The molecule is a 2,4'-bi-1,3-thiazole substituted at the 4-position with a (1E,3S,4R,5E)-7-amino-3,5-dimethoxy-4-methyl-7-oxohepta-1,5-dien-1-yl] group and at the 2'-position with a (2S,3E,5E)-7-methylocta-3,5-dien-2-yl group. It is an inhibitor of coenzyme Q - cytochrome c reductase. It has a role as a mitochondrial respiratory-chain inhibitor and a metabolite. It is a member of 1,3-thiazoles and a monocarboxylic acid amide. C[C@H]([C@H](/C=C/C1=CSC(=N1)C2=CSC(=N2)C(C)/C=C/C=C/C(C)C)OC)/C(=C\\C(=O)N)/OC